CC=1OC=CC1SC1(CCCC1)O ((2-methylfuran-3-yl)thio)cyclopentan-1-ol